OC1(C2CN(C(C1)C2)C(=O)OC(C)(C)C)C tert-butyl 5-hydroxy-5-methyl-2-azabicyclo[2.2.1]heptane-2-carboxylate